ClC1=CC=C2CCN(C2=C1)C1=NC=CC=C1 6-chloro-N-pyridylindoline